C(C)(C)(C)OC(N(C=1N=CSC1)S(=O)(=O)C1=NC(=C(C=C1)Br)C)=O ((5-bromo-6-methylpyridin-2-yl)sulfonyl)(thiazol-4-yl)carbamic acid tert-butyl ester